2-oxoprop-1-yl (5-chloro-8-quinolyloxy)acetate ClC1=C2C=CC=NC2=C(C=C1)OCC(=O)OCC(C)=O